6-((6-methoxypyridin-3-yl)oxy)-3,4-dihydroquinolin-2(1H)-one COC1=CC=C(C=N1)OC=1C=C2CCC(NC2=CC1)=O